C(C)OC(/C=C/CSC(C(C(=O)OCC)(C(=O)OCC)O)C=1C=C(C=CC1)C)=O Diethyl (E)-2-(((4-ethoxy-4-oxobut-2-en-1-yl)thio)(m-tolyl)methyl)-2-hydroxymalonate